4-(6-bromo-8-cyanopyrrolo[1,2-a]pyrazin-7-yl)-N-((1-fluorocyclobutyl)methyl)benzamide BrC1=C(C(=C2N1C=CN=C2)C#N)C2=CC=C(C(=O)NCC1(CCC1)F)C=C2